2,3-dihydro-[1,4]oxazino[2,3,4-hi]indole O1CCN2C=CC3=CC=CC1=C23